ClC1=CC=C(S1)CNC1=CC(=NN1C(=O)C1(CCN(CC1)C)C)C1CCN(CC1)C(=O)N1CCOCC1 N-[(5-chlorothiophen-2-yl)methyl]-1-(1,4-dimethylpiperidine-4-carbonyl)-3-[1-(morpholine-4-carbonyl)piperidin-4-yl]-1H-pyrazol-5-amine